CS(=O)(=O)C1=NC(=NC=C1)N1N=C(N=C1)C(F)(F)F 4-(methylsulfonyl)-2-(3-(trifluoromethyl)-1H-1,2,4-triazol-1-yl)pyrimidine